C(C)(C)(C)OC(=O)N1CCC(CC1)C=1C=C2CN3[C@@H](C2=CC1)CNC[C@H]3C 4-[(4R,10bS)-4-methyl-1,2,3,4,6,10b-hexahydropyrazino[2,1-a]isoindol-8-yl]piperidine-1-carboxylic acid tert-butyl ester